6-{[(tert-butyldimethylsilyl)oxy]methyl}-1-(6-fluoro-pyridin-3-yl)-3-iodo-7-methyl-1H-indazole [Si](C)(C)(C(C)(C)C)OCC1=CC=C2C(=NN(C2=C1C)C=1C=NC(=CC1)F)I